CN1N=C2[C@@H](N(CCC2=C1C1=CC(=C(C(=C1)F)F)F)C(=O)C=1C=C2C(=NC1)N(N=C2)C)C (S)-(2,7-dimethyl-3-(3,4,5-trifluorophenyl)-2,4,5,7-tetrahydro-6H-pyrazolo[3,4-c]pyridin-6-yl)(1-methyl-1H-pyrazolo[3,4-b]pyridin-5-yl)methanone